(Z)-2-(chloromethyl)-3-(4-chlorophenyl)-1-phenylprop-2-en-1-one ClC\C(\C(=O)C1=CC=CC=C1)=C/C1=CC=C(C=C1)Cl